1-cyclobutyl-8,9-difluoro-5,6-dihydro-4H-pyrrolo[3,2,1-ij]quinolin-5-amine C1(CCC1)C1=CN2CC(CC3=CC(=C(C1=C23)F)F)N